6-((3-(2-acetamidoethyl)-1H-indol-6-yl)oxy)-6-oxohexanoic acid C(C)(=O)NCCC1=CNC2=CC(=CC=C12)OC(CCCCC(=O)O)=O